C(C)(C)(C)N(C(=O)OC(COCCCCCCCCCCCCCCCC)COCCCCCCCCCCCCCCCC)C1=C(N=C(S1)N1CCN(CC1)CC1=CC=C(C=C1)OC)C(NC=1C=C(C=2N(C1)C=C(N2)C)F)=O 1,3-bis-O-(hexadecyl)glycerol tert-butyl-(4-((8-fluoro-2-methylimidazo[1,2-a]pyridin-6-yl)carbamoyl)-2-(4-(4-methoxybenzyl)piperazin-1-yl)thiazol-5-yl)carbamate